FC1=C(C=C(C=C1)C=1N=NNC1C#N)OC 4-{4-fluoro-3-methoxyphenyl}-1,2,3-triazole-5-carbonitrile